NC1=CC(=CS1)B(O)O 5-AMINOTHIOPHEN-3-YLBORONIC ACID